C(=C)C1C(=O)OC1C α-vinyl-β-butyrolactone